Cl.N1(CCCCC1)C1=NSC(=N1)[C@H](C)N (1S)-1-[3-(1-piperidyl)-1,2,4-thiadiazol-5-yl]ethanamine hydrochloride